tetramethyl-oxalamide CN(C(C(=O)N(C)C)=O)C